C1=CC=CC=2C3=CC=CC=C3C(C12)COC(=O)N[C@](C(=O)OC(C)(C)C)(CCCO)C tert-butyl (S)-2-((((9H-fluoren-9-yl)methoxy)carbonyl)amino)-5-hydroxy-2-methylpentanoate